ClC=1C=CC2=C(C=C(O2)C(C(=O)N[C@@H]([C@H](O)C2=CC3=C(OCCO3)C=C2F)CN2CCCC2)(F)F)C1 2-(5-chlorobenzofuran-2-yl)-2,2-difluoro-N-((1r,2r)-1-(7-fluoro-2,3-dihydrobenzo[b][1,4]dioxin-6-yl)-1-hydroxy-3-(pyrrolidin-1-yl)propan-2-yl)acetamide